(4-butylphenyl)(3,4-dimethoxyphenyl)methanone C(CCC)C1=CC=C(C=C1)C(=O)C1=CC(=C(C=C1)OC)OC